C(C)(C)(C)NS(=O)(=O)C=1C=C(C=CC1)NC(C1=C(C=C(C=C1)NS(=O)(=O)C(C)C)N1CCC2(CC2)CC1)=O N-(3-(N-(tert-butyl)sulfamoyl)phenyl)-4-((1-methylethyl)sulfonamido)-2-(6-azaspiro[2.5]octan-6-yl)benzamide